N'-[5-bromo-6-[1-(3,5-difluorophenyl)-ethoxy]-2-methyl-3-pyridyl]-N-ethyl-N-methyl-formamidine BrC=1C=C(C(=NC1OC(C)C1=CC(=CC(=C1)F)F)C)N=CN(C)CC